(S)-6-(2-methylmorpholinyl)-N-(4-(2-methylpyridin-4-yl)benzyl)-2,7-naphthyridin-1-amine C[C@H]1CN(CCO1)C=1C=C2C=CN=C(C2=CN1)NCC1=CC=C(C=C1)C1=CC(=NC=C1)C